CN1N=CC2=C1N=CN(C2=O)NC2=C(C=CC=C2)OC 1-methyl-5-(2-methoxyphenylamino)-1,5-dihydro-4H-pyrazolo[3,4-d]pyrimidin-4-one